1-(3-(4-methoxyphenyl)azetidin-1-yl)-2-(pyrrolidin-3-yl)ethan-1-one TFA salt OC(=O)C(F)(F)F.COC1=CC=C(C=C1)C1CN(C1)C(CC1CNCC1)=O